5-(6-fluoro-2-pyridinyl)-3H-1,3,4-oxadiazol-2-one FC1=CC=CC(=N1)C1=NNC(O1)=O